C(C)N(CCO)C1=CC=C(C=C1)\N=N\C1=CC=C(C=C1)[N+](=O)[O-] (E)-2-(ethyl-(4-((4-nitrophenyl)diazenyl)phenyl)amino)ethan-1-ol